[N-](C#N)C#N.C(CCC)N1C=[N+](C=C1)C 1-n-butyl-3-methylimidazolium dicyanamide salt